N-((1r,4r)-4-(3-(5-chloro-4-(4-cyclopropyl-1H-imidazol-1-yl)pyridin-2-yl)ureido)cyclohexyl)acetamide ClC=1C(=CC(=NC1)NC(NC1CCC(CC1)NC(C)=O)=O)N1C=NC(=C1)C1CC1